N1CC(C1)NC1=CC2=C(N(C(N2C)=O)C2C(NC(CC2)=O)=O)C=C1 3-[5-(azetidin-3-ylamino)-3-methyl-2-oxo-benzimidazol-1-yl]piperidine-2,6-dione